FC(C)(F)C=1C=C2C(=NC1)N(C(=N2)C2=C(C=C(C=N2)C2=CC=C(C=C2)C2(CC2)C#N)S(=O)(=O)CC)C 1-(4-{6-[6-(1,1-difluoroethyl)-3-methylimidazo[4,5-b]pyridin-2-yl]-5-(ethanesulfonyl)pyridin-3-yl}phenyl)cyclopropane-1-carbonitrile